1,3-dimethyl-7-(6-(methyl(2,2,6,6-tetramethylpiperidin-4-yl)amino)pyridazin-3-yl)isoquinolin-6-ol CC1=NC(=CC2=CC(=C(C=C12)C=1N=NC(=CC1)N(C1CC(NC(C1)(C)C)(C)C)C)O)C